O.O.Cl.N[C@@H](CC1=CC=CC=C1)C(=O)O L-phenylalanine hydrochloride dihydrate